2,6-Dimethylpiperidin CC1NC(CCC1)C